2-(2-chlorophenyl)-N-{4-[1-(difluoromethyl)-1H-pyrazol-4-yl]-5-sulfamoyl-2-(trifluoromethyl)phenyl}acetamide ethyl-1-(2,4-dichlorophenyl)-5-(1,1-dimethylethyl)pyrazole-3-carboxylate C(C)OC(=O)C1=NN(C(=C1)C(C)(C)C)C1=C(C=C(C=C1)Cl)Cl.ClC1=C(C=CC=C1)CC(=O)NC1=C(C=C(C(=C1)S(N)(=O)=O)C=1C=NN(C1)C(F)F)C(F)(F)F